ClC1=C2[C@H](N3C(C2=CC=C1)=CN=C3)[C@H]3COCC[C@@H]3O (3S,4S)-3-((R)-6-Chloro-5H-imidazo[5,1-a]isoindol-5-yl)tetrahydro-2H-pyran-4-ol